COC1=C(C=C(C(=C1)C(F)(F)F)OC)C1CNCCC1 3-(2,5-dimethoxy-4-(trifluoromethyl)phenyl)piperidine